C(#N)C=1C=C(C=C(C1)C(C)(C)O)S(=O)(=O)NC(NC1=C(C=CC=C1C(C)C)C(C)C)=O 3-cyano-N-(2,6-diisopropylphenyl-carbamoyl)-5-(2-hydroxypropan-2-yl)benzenesulfonamide